OC[C@H]1CNCCO1 (R)-2-(hydroxymethyl)morpholine